ClC=1C(=CC2=C([C@@H](C[C@@H](O2)C(=O)NC23CC(C2)(C3)N3N=CC(=C3)C=3C=NN(C3)CC(F)(F)F)O)C1)F (2R,4R)-6-chloro-7-fluoro-4-hydroxy-N-{3-[1'-(2,2,2-trifluoroethyl)-1H,1'H-[4,4'-bipyrazol]-1-yl]bicyclo[1.1.1]pentan-1-yl}-3,4-dihydro-2H-1-benzopyran-2-carboxamide